((2-(((tert-Butoxycarbonyl)(3-(6-methoxy-3-nitropyridin-2-yl)propyl)-amino)-methyl)-4-fluorophenyl)amino)-5-fluoro-4-(trifluoromethyl)benzoic acid C(C)(C)(C)OC(=O)N(CCCC1=NC(=CC=C1[N+](=O)[O-])OC)CC1=C(C=CC(=C1)F)NC1=C(C(=O)O)C=C(C(=C1)C(F)(F)F)F